C(C1=CC=CC=C1)N1C2=C(C3=CC(=CC=C13)Br)C1=C(O2)C(C2=CC=CC=C2C1=O)=O 5-benzyl-2-bromo-5H-naphtho[2',3':4,5]furo[2,3-b]indole-7,12-dione